3-[3-chloro-5-(1-methylsulfonylcyclopropyl)phenyl]-2,7-dimethyl-5,7-dihydro-4H-pyrazolo[3,4-c]pyridine-6-carboxylic acid tert-butyl ester C(C)(C)(C)OC(=O)N1C(C=2C(CC1)=C(N(N2)C)C2=CC(=CC(=C2)C2(CC2)S(=O)(=O)C)Cl)C